4-((R)-2-methylpiperazin-1-yl)pyrido[4,3-d]pyrimidine C[C@H]1N(CCNC1)C=1C2=C(N=CN1)C=CN=C2